(S)-2,2,2-trifluoro-1-(4-((R)-1-(pyridin-4-yl)ethyl)-1H-imidazol-2-yl)ethan-1-ol FC([C@@H](O)C=1NC=C(N1)[C@H](C)C1=CC=NC=C1)(F)F